8-methoxyspiro(isochromene-1,1'-isoindoline) COC=1C=CC=C2C=COC3(NCC4=CC=CC=C34)C12